methanesulfonic acid 2-(6-(3-cyclopropyl-1H-1,2,4-triazol-1-yl)-2-azaspiro[3.3]heptane-2-carbonyl)-2-azaspiro[3.3]heptane-6-yl ester C1(CC1)C1=NN(C=N1)C1CC2(CN(C2)C(=O)N2CC3(C2)CC(C3)OS(=O)(=O)C)C1